CC(C(=O)OC1=C(C(=C(C(=C1F)F)C1=C(C(=C(C(=C1F)F)OC(C(=C)C)=O)F)F)F)F)=C [2,3,5,6-tetrafluoro-4-[2,3,5,6-tetrafluoro-4-(2-methylprop-2-enoyloxy)phenyl]phenyl] 2-methylprop-2-enoate